N-(3-((7-(cyclopropylamino)pyrimido[4,5-d]pyrimidin-4-yl)amino)-4-methylphenyl)-2-morpholinoisonicotinamide C1(CC1)NC1=NC=C2C(=N1)N=CN=C2NC=2C=C(C=CC2C)NC(C2=CC(=NC=C2)N2CCOCC2)=O